(7-(tert-Butyl)-2-(4'-fluoro-2'-(4-methyl-4H-1,2,4-triazol-3-yl)-[1,1'-biphenyl]-3-yl)benzo[d]oxazol-5-yl)methanol C(C)(C)(C)C1=CC(=CC=2N=C(OC21)C=2C=C(C=CC2)C2=C(C=C(C=C2)F)C2=NN=CN2C)CO